6-(1H-imidazol-1-yl)-N-((1r,4r)-4-(2-methoxyethoxy)cyclohexyl)-4-(1-methyl-1H-pyrazol-4-yl)picolinamide N1(C=NC=C1)C1=CC(=CC(=N1)C(=O)NC1CCC(CC1)OCCOC)C=1C=NN(C1)C